CC(=CCCCCCCCC)O Methyl-decenol